(2R,5R)-3-(4-amino-3-chlorophenethyl)-2-(1-(4-bromophenyl)-3-(4-fluorophenyl)-1H-pyrazol-4-yl)-5-methyloxazolidin-4-one NC1=C(C=C(CCN2[C@H](O[C@@H](C2=O)C)C=2C(=NN(C2)C2=CC=C(C=C2)Br)C2=CC=C(C=C2)F)C=C1)Cl